COCOC1=C(C=CC(=C1)OCOC)C1(CCC1)NCC=1C(=C(C=CC1)NC(OCC1=CC=CC=C1)=O)F benzyl (3-(((1-(2,4-bis(methoxymethoxy)phenyl)cyclobutyl)amino) methyl)-2-fluorophenyl)carbamate